C[C@]1(CC\C=C\[C@@H](CC1)OC(NC1=CC=C(C=C1)COC(=O)OC1=CC=C(C=C1)[N+](=O)[O-])=O)C(=O)NCC(=O)OC Methyl ((1R,6R,E)-1-methyl-6-(((4-((((4-nitrophenoxy)carbonyl)oxy)methyl)phenyl)carbamoyl)oxy) cyclooct-4-ene-1-carbonyl)glycinate